C(C=C)C1CN(CCC1)C1=C(C(=O)NC2=NC(=NC=C2)N(CC2=CC=C(C=C2)OC)CCC=C)C=CC(=C1)[N+](=O)[O-] 2-(3-allylpiperidin-1-yl)-N-(2-(but-3-en-1-yl(4-methoxybenzyl)amino)pyrimidin-4-yl)-4-nitrobenzamide